2-amino-2-(5-chloro-2-fluorophenyl)-6-hydroxycyclohexane-1-one NC1(C(C(CCC1)O)=O)C1=C(C=CC(=C1)Cl)F